(E)-5'-allyl-5'-methyl-2'-[(trimethylsilyl)methylene]-2',5'-dihydro-[1,1'-biphenyl]-4-carbonitrile C(C=C)C1(C=C\C(\C(=C1)C1=CC=C(C=C1)C#N)=C/[Si](C)(C)C)C